O1C(CCCC1)C=1C(=C(NN1)NC(=S)NC(OCC)=O)C1=CC(=C(C(=C1)F)F)F ethyl N-{[5-(oxan-2-yl)-4-(3,4,5-trifluorophenyl)-2H-pyrazol-3-yl]carbamothioyl}carbamate